(R)-3-(6-(3-Methylpiperazin-1-yl)pyridin-3-yl)-5-(piperidin-1-yl)-1H-pyrazolo[4,3-b]pyridine C[C@@H]1CN(CCN1)C1=CC=C(C=N1)C1=NNC=2C1=NC(=CC2)N2CCCCC2